3-chloro-4-fluoro-N-[4-fluoro-5-(2-morpholin-4-ylpyrimidin-5-yl)-2-[rac-(3R,5S)-3,4,5-trimethylpiperazin-1-yl]phenyl]benzamide ClC=1C=C(C(=O)NC2=C(C=C(C(=C2)C=2C=NC(=NC2)N2CCOCC2)F)N2C[C@H](N([C@H](C2)C)C)C)C=CC1F |r|